(R)-(1,3-dimethyl-azetidin-3-yl)-(4-isopropyl-phenyl)-[5-(tetrahydro-pyran-4-ylethynyl)-pyridin-3-yl]-methanol CN1CC(C1)(C)[C@@](O)(C=1C=NC=C(C1)C#CC1CCOCC1)C1=CC=C(C=C1)C(C)C